N1CCC(C2=CC=CC=C12)=CC#N 2-(1,2,3,4-tetrahydroquinolin-4-ylidene)acetonitrile